2-methoxy-N-(piperidin-4-yl)acetamide COCC(=O)NC1CCNCC1